N-isopropyl-1-[[5-[5-(trifluoromethyl)-1,2,4-oxadiazol-3-yl]-2-thienyl]methyl]pyrazole-3-carboxamide C(C)(C)NC(=O)C1=NN(C=C1)CC=1SC(=CC1)C1=NOC(=N1)C(F)(F)F